1-(3-(3-((3-chlorophenyl)ethynyl)-1H-pyrazolo[3,4-b]pyridin-1-yl)azetidin-1-yl)-2-fluoroprop-2-en-1-one ClC=1C=C(C=CC1)C#CC1=NN(C2=NC=CC=C21)C2CN(C2)C(C(=C)F)=O